C1(=CC=C(C=C1)NC1=CC2=CC=C(C=C2C=C1)S(=O)(=O)O)C 2-p-toluidinonaphthalene-6-sulfonic acid